10-phenyl-10,15-dihydrobenzofuro[3,2-a]indolo[3,2-C]carbazole C1(=CC=CC=C1)N1C=2C=CC=CC2C2=C3C(=C4C(=C12)C1=C(O4)C=CC=C1)C=1C=CC=CC1N3